C(C)(C)(C)C=1C(=C(C=C(C1)C)N1N=C2C(=N1)C=CC(=C2)Cl)O 2-(3-tert-butyl-5-methyl-2-hydroxyphenyl)-5-chloro-benzotriazole